3-[8-dimethylamino-3-[(4-methoxyphenyl)-methyl]-2-oxo-8-phenyl-1,3-diazaspiro[4.5]decan-1-yl]-propionic acid tert-butyl ester C(C)(C)(C)OC(CCN1C(N(CC12CCC(CC2)(C2=CC=CC=C2)N(C)C)CC2=CC=C(C=C2)OC)=O)=O